methyl 3-(4-methyl-1-(tetrahydro-2H-pyran-2-yl)-1H-pyrazol-5-yl)isonicotinate CC=1C=NN(C1C1=C(C(=O)OC)C=CN=C1)C1OCCCC1